2-[3-amino-4-(7-fluoro-1H-indazol-4-yl)-2-oxo-1H-1,7-phenanthrolin-6-yl]-N,N-dimethylacetamide NC=1C(NC2=C3C=CC=NC3=C(C=C2C1C1=C2C=NNC2=C(C=C1)F)CC(=O)N(C)C)=O